bis(2-methoxy-2-propyl)benzene COC(C)(C)C1=C(C=CC=C1)C(C)(C)OC